N'-(2,5-dimethyl-4-{3-[(1,1,2,2-tetrafluoroethyl)sulfanyl]phenoxyl}phenyl)-N-ethyl-N-methylimidoformamide CC1=C(C=C(C(=C1)OC1=CC(=CC=C1)SC(C(F)F)(F)F)C)N=CN(C)CC